CCCCCCC(CCCCCCCCCCC(=O)O)O hydroxySTEARIC ACID